(6AR)-3-bromo-2-[(2H3)methyloxy]-6a,7,9,10-tetrahydro-12H-pyrazino[2,1-c]pyrido[2,3-f][1,4]oxazepine-8(6H)-carboxylic acid tert-butyl ester C(C)(C)(C)OC(=O)N1C[C@@H]2COC3=C(CN2CC1)N=C(C(=C3)Br)OC([2H])([2H])[2H]